(2-(4-(tert-Butoxycarbonyl)-3,4-dihydroquinoxalin-1(2H)-yl)pyridin-4-yl)boronic acid C(C)(C)(C)OC(=O)N1CCN(C2=CC=CC=C12)C1=NC=CC(=C1)B(O)O